CC(C(=O)O)C.FC(CC=O)(F)F 3,3,3-trifluoropropionaldehyde dimethyl-acetate